(1R,2R,5R)-N-Ethyl-5-methyl-2-(prop-1-en-2-yl)cyclohexancarboxamid C(C)NC(=O)[C@H]1[C@@H](CC[C@H](C1)C)C(=C)C